tert-Butyl (1-(4-bromo-2,3-difluorophenyl)-2-oxopiperidin-3-yl)carbamate BrC1=C(C(=C(C=C1)N1C(C(CCC1)NC(OC(C)(C)C)=O)=O)F)F